CC1=CC(=NC(=N1)N1CCCC1)NC1=CC=C(C=C1)NC(=O)C1=CN(C2=CC=CC=C12)C(=O)OC(C)(C)C N-(4-{[6-Methyl-2-(1-pyrrolidinyl)-4-pyrimidinyl]amino}phenyl)-1-{[(2-Methyl-2-propanyl)oxy]carbonyl}-1H-indole-3-carboxamide